N7-indan-2-yl-2-tetrahydrofuran-3-yl-pyrazolo[1,5-a]pyrimidine-3,7-dicarboxamide C1C(CC2=CC=CC=C12)NC(=O)C1=CC=NC=2N1N=C(C2C(=O)N)C2COCC2